2-(2-Ethyl-4-oxo-spiro[6H-pyrazolo[4,3-c]pyridine-7,1'-cyclopropane]-5-yl)-N-(5-fluoropyrimidin-2-yl)acetamide C(C)N1N=C2C(C(N(CC23CC3)CC(=O)NC3=NC=C(C=N3)F)=O)=C1